N2-(2-(1H-1,2,4-triazol-1-yl)ethyl)-N3-phenylbiphenyl-2,3-diamine N1(N=CN=C1)CCNC1=C(C=CC=C1NC1=CC=CC=C1)C1=CC=CC=C1